NC1=C(C(=NC(=C1F)C1=CC=C(C=C1)Cl)C(=O)O)Cl 4-amino-3-chloro-6-(4-chlorophenyl)-5-fluoro-pyridine-2-carboxylic acid